4-(3-methoxyphenyl)-1H-imidazole COC=1C=C(C=CC1)C=1N=CNC1